((3-methylpyridin-4-yl)methyl)nicotinamide CC=1C=NC=CC1CC1=C(C(=O)N)C=CC=N1